N1(N=CC=C1)C=1N=NN(N1)CC1=NN2C(=NC(=C(C2=N1)C1=NC=NC=C1)C=1C=C(C#N)C=CC1)N 3-(2-((5-(1H-Pyrazol-1-yl)-2H-tetrazol-2-yl)methyl)-5-amino-8-(pyrimidin-4-yl)-[1,2,4]triazolo[1,5-c]pyrimidin-7-yl)benzonitrile